4-(tert-Butyl)cyclohexylcinnamat C(C)(C)(C)C1CCC(CC1)OC(C=CC1=CC=CC=C1)=O